Methyl 2-([1-(2-chlorophenyl)-5-[3-(oxetan-3-ylmethoxy)-phenyl]-1H-pyrazol-3-yl]methoxy)-2-methylpropanoate ClC1=C(C=CC=C1)N1N=C(C=C1C1=CC(=CC=C1)OCC1COC1)COC(C(=O)OC)(C)C